4-(2-Fluorophenyl)-1-(3-(pyridin-4-yl)-1H-pyrazol-5-yl)piperidin-2-one FC1=C(C=CC=C1)C1CC(N(CC1)C1=CC(=NN1)C1=CC=NC=C1)=O